OC1=C(C=CC=C1C(=O)NCC1=CC(=C(C=C1)O)OC)C1=CC=CC=C1 hydroxy-N-[(4-hydroxy-3-methoxyphenyl)methyl][1,1'-biphenyl]-3-carboxamide